3-chloro-N-[3-chloro-2,6-dinitro-4-(trifluoromethyl)phenyl]-5-(trifluoromethyl)pyridin-2-amine ClC=1C(=NC=C(C1)C(F)(F)F)NC1=C(C(=C(C=C1[N+](=O)[O-])C(F)(F)F)Cl)[N+](=O)[O-]